FC1=CC(=C(C(=O)NC)C=C1NC1=NC(=CC2=C1N(C=N2)C(C)C)C2=CC=C1C(=C2)N(C(C12CCNCC2)=O)C2CC(C2)N2C[C@H](CCC2)F)C 4-fluoro-5-((6-(1-((1S,3s)-3-((R)-3-fluoropiperidin-1-yl)cyclobutyl)-2-oxospiro[indoline-3,4'-piperidin]-6-yl)-3-isopropyl-3H-imidazo[4,5-c]pyridin-4-yl)amino)-N,2-dimethylbenzamide